CC1(C2=CC=CC=C2C=2C=CC(=CC12)N(C1=C(C=CC=C1)B(O)O)C1=CC=CC=C1)C 2-{(9,9-dimethyl-9H-fluoren-2-yl)-phenylamino}-phenylboronic acid